3H-1,4-benzoxazepin-5-one O1CCNC(C2=C1C=CC=C2)=O